C1(CC1)S(=O)(=O)N1CCC(CC1)NC=1C2=C(N=C(N1)NC1=CC=C(C=C1)N1CCN(CC1)C)NC=C2C(=O)C2=CC=C(C=C2)F (4-((1-(cyclopropylsulfonyl)piperidin-4-yl)amino)-2-((4-(4-methylpiperazin-1-yl)phenyl)amino)-7H-pyrrolo[2,3-d]pyrimidin-5-yl)(4-fluorophenyl)methanone